tert-Butyl Nα-(((9H-fluoren-9-yl)methoxy)carbonyl)-1-(3-methoxybenzyl)-Nα-methyl-L-tryptophyl-L-leucinate C1=CC=CC=2C3=CC=CC=C3C(C12)COC(=O)N([C@@H](CC1=CN(C2=CC=CC=C12)CC1=CC(=CC=C1)OC)C(=O)N[C@@H](CC(C)C)C(=O)OC(C)(C)C)C